FC1(C2COCCN(C12)C(=O)OCC1=CC=CC=C1)F Benzyl 8,8-difluoro-5-oxa-2-azabicyclo[5.1.0]octane-2-carboxylate